ClC=1C=C(C(=O)N([C@H](CN2CCCC2)C(C)C)C)C=CC1 (S)-3-Chloro-N-methyl-N-(3-methyl-1-(pyrrolidin-1-yl)butan-2-yl)benzamide